(2-{5-[(1-ethyl-1H-pyrazol-4-yl)methyl]-2-methyl-1,3-thiazol-4-yl}-5-fluorophenyl)methanol C(C)N1N=CC(=C1)CC1=C(N=C(S1)C)C1=C(C=C(C=C1)F)CO